4-aza-pentacyclo[9.2.1.11,7.02,6.08,13]-10-pentadecene-3,5-dione C123C4C(NC(C4C(C4CC=C(CC41)C2)C3)=O)=O